O1CCC(=CC1)C1=CC=2C(=NC=C(C2)C(=O)NC=2C(=NC=C(C2)NC(CN2CCCCC2)=O)C)N1 2-(3,6-dihydro-2H-pyran-4-yl)-N-(2-methyl-5-(2-(piperidin-1-yl)acetamido)pyridin-3-yl)-1H-pyrrolo[2,3-b]pyridine-5-carboxamide